NC1=NC([N]C=N1)=O 4-amino-2H-1λ2,3,5-triazin-2-one